N'-[1-(4-chloro-2-thienyl)ethyl]-N'-cyclopropyl-ethane-1,2-diamine hydrochloride Cl.ClC=1C=C(SC1)C(C)N(CCN)C1CC1